6-(5-(2,6-dimethyl-1-(2-(methylsulfonyl)ethyl)piperidin-4-yl)-3-isopropyl-1H-indol-2-yl)-7,8-dimethyl-[1,2,4]triazolo[4,3-a]pyridine CC1N(C(CC(C1)C=1C=C2C(=C(NC2=CC1)C=1C(=C(C=2N(C1)C=NN2)C)C)C(C)C)C)CCS(=O)(=O)C